F[C@H](C1(COC1)C=1C=C(C=CC1)N1C(C2=CC(=CC(=C2C1)C(F)(F)F)CN1CC(C1)CCO)=O)C1=NN=CN1C (R)-2-(3-(3-(fluoro(4-methyl-4H-1,2,4-triazol-3-yl)methyl)oxetan-3-yl)phenyl)-6-((3-(2-hydroxyethyl)azetidin-1-yl)methyl)-4-(trifluoromethyl)isoindolin-1-one